(7-bromo-9,9-dimethyl-9H-fluoren-2-yl)-9,9'-spirobifluorene BrC1=CC=C2C=3C=CC(=CC3C(C2=C1)(C)C)C1=CC=CC=2C3=CC=CC=C3C3(C12)C1=CC=CC=C1C=1C=CC=CC13